C(C)(C)(C)OC(=O)N1CCN(CC1)C=1C=NC(=CC1)NC(=O)NC 4-(6-(3-methylureido)pyridin-3-yl)piperazine-1-carboxylic acid tert-butyl ester